bis(2,3-dimercaptopropyl) dithioglycolate C(CS)(=O)OCC(CS)S.C(CS)(=O)OCC(CS)S